C(#N)C1=C(OC=2C=C3C(N(C=NC3=CC2)C2CC3(C2)CCN(CC3)C3COC2(C3)CCNCC2)=O)C(=CC=C1NS(N(C)CC)(=O)=O)F 3-[2-[6-[2-cyano-3-[[ethyl(methyl)sulfamoyl]amino]-6-fluoro-phenoxy]-4-oxo-quinazolin-3-yl]-7-azaspiro[3.5]nonan-7-yl]-1-oxa-8-azaspiro[4.5]decane